C(#N)C1=CC(=C(COC2=CN=CC(=N2)C23CCN(CC3C2)CC2=NC3=C(N2C[C@H]2OCC2)C=C(C=C3)C(=O)O)C=C1)OC 2-((6-(6-((4-cyano-2-methoxybenzyl)oxy)pyrazin-2-yl)-3-azabicyclo[4.1.0]heptan-3-yl)methyl)-1-(((S)-oxetan-2-yl)methyl)-1H-benzo[d]imidazole-6-carboxylic acid